1-[(4-bromophenyl)thio]-2-methylpropan-2-ol BrC1=CC=C(C=C1)SCC(C)(O)C